BrC1=CC=C(C=C1)C1=NC2=C(N1)C1=CC=CC=C1C=1C=CC=CC12 2-(4-bromophenyl)-1H-phenanthro[9,10-d]imidazole